5-[(2-fluorophenyl)methoxy]-N-[(3R)-1-(2-hydroxyethyl)-2-oxopyrrolidin-3-yl]-2-methyl-1-benzothiophene-3-carboxamide FC1=C(C=CC=C1)COC=1C=CC2=C(C(=C(S2)C)C(=O)N[C@H]2C(N(CC2)CCO)=O)C1